N1(N=CC=2C1=NC=CC2)C2CC(C2)O 3-(1H-pyrazolo[3,4-b]pyridin-1-yl)cyclobutan-1-ol